C[C@@H](CC)NC(O[C@H]1C[C@H](CC1)C1=CC(=NN1)NC(CC1=CC=C(C=C1)C(N(C)C)=O)=O)=O (1R,3S)-3-[3-({[4-(di-methylcarbamoyl)phenyl]-acetyl}amino)-1H-pyrazol-5-yl]cyclopentyl (2S)-butan-2-ylcarbamate